2-ethylhexyl diglycolate C(COCC(=O)[O-])(=O)OCC(CCCC)CC